FC1(OC2=C(O1)C=CC(=C2)OC2=CC=CC(=N2)N2C(N[C@](C2=O)(C)CC)=O)F (5R)-3-[6-[(2,2-difluoro-1,3-benzodioxol-5-yl)oxy]-2-pyridyl]-5-ethyl-5-methyl-imidazolidine-2,4-dione